ClC1=CC=C(C=C1)N(C(=O)C1=NC=C2N=CN(C2=N1)C1=CC=C(C=C1)NC(OC(C)(C)C)=O)C tert-butyl N-[4-[2-[(4-chlorophenyl)-methyl-carbamoyl]purin-9-yl]phenyl]carbamate